CN(C)CC=1C=C(C=C2CCOCC12)C=1C=C2C(=NC1)NC=C2C(=O)NCC2(CCC2)CO 5-(8-((dimethylamino)methyl)isochroman-6-yl)-N-((1-(hydroxymethyl)cyclobutyl)methyl)-1H-pyrrolo[2,3-b]pyridine-3-carboxamide